3-fluoro-2,6-bis(propan-2-yl)aniline FC=1C(=C(N)C(=CC1)C(C)C)C(C)C